3-(2-((3S,4R)-3,4-difluoropyrrolidine-1-yl)ethyl)-5-methyl-6-oxopyridazin F[C@H]1CN(C[C@H]1F)CCC1=NNC(C(=C1)C)=O